2-[(1,5-diisobutylpyrazol-3-yl)amino]-5-(thiophen-2-yl)nicotinic acid C(C(C)C)N1N=C(C=C1CC(C)C)NC1=C(C(=O)O)C=C(C=N1)C=1SC=CC1